N-[2-(2-aminoethoxy)ethyl]-4-[[3-[4-(cyanomethoxy)-2,3-difluoro-phenyl]imidazo[1,2-a]pyrazin-8-yl]amino]-2-ethyl-benzamide NCCOCCNC(C1=C(C=C(C=C1)NC=1C=2N(C=CN1)C(=CN2)C2=C(C(=C(C=C2)OCC#N)F)F)CC)=O